2-((2-methylcyclohexyl)amino)-4-(trifluoromethyl)-benzoic acid CC1C(CCCC1)NC1=C(C(=O)O)C=CC(=C1)C(F)(F)F